1-triethoxysilyl-8-bis(methyldiethoxysilylpropylamino)methylsilyl-octane C(C)O[Si](CCCCCCCC[SiH2]C(NCCC[Si](C)(OCC)OCC)NCCC[Si](OCC)(OCC)C)(OCC)OCC